hydroxyethyl 2-butyloctanoate C(CCC)C(C(=O)OCCO)CCCCCC